F[P-](F)(F)(F)(F)F.N1(N=NC2=C1C=CC=C2)OP(N(C)C)(N(C)C)N(C)C benzotriazol-1-yloxytris(dimethylamino)phosphine hexafluorophosphate